C(C)OC(CC(=O)[C@@H]1N(CCOC1)C(=O)OC(C)(C)C)=O tert-butyl (R)-3-(3-ethoxy-3-oxopropanoyl)morpholine-4-carboxylate